ClC1=CC=C2C(=C1)NC([C@]21N(C(C=2C1=C(N(C2)C=2C(=NC(=NC2)OC)OC)C(C)C)=O)C2=CC(=CC=C2)Cl)=O (3S)-6-Chloro-2'-(3-chlorophenyl)-5'-(2,4-dimethoxypyrimidin-5-yl)-6'-(propan-2-yl)-1,2,3',5'-tetrahydro-2'H-spiro[indol-3,1'-pyrrolo[3,4-c]pyrrol]-2,3'-dion